2-(4-methoxybenzyl)-2-(dimethylamino)-1-(4-morpholinophenyl)butan-1-one COC1=CC=C(CC(C(=O)C2=CC=C(C=C2)N2CCOCC2)(CC)N(C)C)C=C1